1-[2-[3-(difluorometh-oxy)-5-(difluorometh-yl)pyrazol-1-yl]-6-[5-[(6-methylpyridazin-3-yl)amino]benzimidazol-1-yl]-3-pyridyl]-ethanol FC(OC1=NN(C(=C1)C(F)F)C1=NC(=CC=C1C(C)O)N1C=NC2=C1C=CC(=C2)NC=2N=NC(=CC2)C)F